B([O-])([O-])[O-].[Sc+3].[Ba+2].[Rb+].B([O-])([O-])[O-] rubidium barium scandium borate